4-({3-[4-({1-[2-(2-hydroxyethoxy)ethyl]piperidin-4-yl}amino)-1-(2,2,2-trifluoroethyl)-1H-indol-2-yl]prop-2-yn-1-yl}amino)benzene-1-sulfonamide OCCOCCN1CCC(CC1)NC1=C2C=C(N(C2=CC=C1)CC(F)(F)F)C#CCNC1=CC=C(C=C1)S(=O)(=O)N